COC(CC1NC(CC2=CC(=C(C=C12)Cl)OCCCOC)C(C)(C)C)=O 2-(3-(tert-butyl)-7-chloro-6-(3-methoxypropoxy)-1,2,3,4-tetrahydroisoquinolin-1-yl)acetic acid methyl ester